C(CCCCCCCCCCCCCCCCC)(=O)OCCCCCCCCCCCCCCCCCCC nonadec-1-yl stearate